N-acetyl-S-(2-carboxyethyl)-L-cysteine bis(dicyclohexylamine) salt C1(CCCCC1)NC1CCCCC1.C1(CCCCC1)NC1CCCCC1.C(C)(=O)N[C@@H](CSCCC(=O)O)C(=O)O